2-(2-(pyridin-3-ylethynyl)phenyl)acetonitrile N1=CC(=CC=C1)C#CC1=C(C=CC=C1)CC#N